O1C2=C(OCC1)C(=CC=C2)C(=O)O 2,3-dihydrobenzo[b][1,4]dioxin-5-carboxylic acid